1-[4-(4-amino-thieno[2,3-d]pyrimidin-5-yl)-phenyl]-3-(5-tert-butyl-2-p-tolyl-2H-pyrazol-3-yl)-urea NC=1C2=C(N=CN1)SC=C2C2=CC=C(C=C2)NC(=O)NC=2N(N=C(C2)C(C)(C)C)C2=CC=C(C=C2)C